[Cl-].C(CCC)[N+]1=CC(=CC=C1)CCCC 1,3-dibutylpyridinium chloride